C(C)(C)O[Ti+](OC(C)C)OC(C)C triisopropyloxytitanium (IV)